3-[3-Methyl-5-[2-[3-(methylamino)propoxy]ethyl]-2-oxo-benzimidazol-1-yl]piperidine-2,6-dione CN1C(N(C2=C1C=C(C=C2)CCOCCCNC)C2C(NC(CC2)=O)=O)=O